CC1=CC=C2C(=N1)N=C(O2)N2CCN(CC2)C(=O)C2=CC=C(C=C2)N2CC(C2)O[C@H](C(F)(F)F)C (S)-(4-(5-methyloxazolo[4,5-b]pyridin-2-yl)piperazin-1-yl)(4-(3-((1,1,1-trifluoropropan-2-yl)oxy)azetidin-1-yl)phenyl)methanone